[2H]C([C@](C(N1C=CC2=CC(=CC=C12)OC([2H])([2H])[2H])([2H])[2H])(N(C([2H])([2H])[2H])C([2H])([2H])[2H])[2H])([2H])[2H] |r| (R/S)-1,1,1,2,3,3-hexadeuterio-3-[5-(trideuteriomethoxy)indol-1-yl]-N,N-bis(trideuteriomethyl)propan-2-amine